NC=1C(=C(C=CC1)C1=NC=CC(=C1Cl)C1N(CCC2=C1N=C(N2C)C(=O)N)C)C (2-(3-amino-2-methylphenyl)-3-chloropyridin-4-yl)-1,5-dimethyl-4,5,6,7-tetrahydro-1H-imidazo[4,5-c]pyridine-2-carboxamide